(2S)-4-(2-chloro-6-((5-chloro-1-(methoxycarbonyl)-6-methyl-1,2,3,4-tetrahydronaphthalen-1-yl)methyl)-5-nitropyrimidin-4-yl)-2-(cyanomethyl)piperazine-1-carboxylic acid tert-butyl ester C(C)(C)(C)OC(=O)N1[C@H](CN(CC1)C1=NC(=NC(=C1[N+](=O)[O-])CC1(CCCC2=C(C(=CC=C12)C)Cl)C(=O)OC)Cl)CC#N